C(#N)C=1C=CC(=NC1)N1CCN(CC1)C(=O)C1(CN(CCO1)C(=O)OC(C)(C)C)C tert-butyl 2-[4-(5-cyano-2-pyridinyl) piperazine-1-carbonyl]-2-methylmorpholine-4-carboxylate